C1(CC1)N(C=1C(=CC(=C(C1)N1C(NC=2C(C1=O)=C(SC2)C(=O)O)=O)F)OC)CC2=C(C(=CC=C2OCC2CC2)F)F 3-(5-(cyclopropyl-(6-(cyclopropylmethoxy)-2,3-difluorobenzyl)amino)-2-fluoro-4-methoxyphenyl)-2,4-dioxo-1,2,3,4-tetrahydrothieno[3,4-d]pyrimidine-5-carboxylic acid